NC1=NC=C(C2=C1C(=NN2C)C2=CC(=C(C=C2)NS(=O)(=O)CC)OCC2=CC=C(C=C2)F)NC(C)=O N-(4-amino-3-(4-(ethylsulfonamido)-3-((4-fluorobenzyl)oxy)phenyl)-1-methyl-1H-pyrazolo[4,3-c]pyridin-7-yl)acetamide